ClC=1C=C(CNC2=NC3=C(C=4N2N=C(C4)C(=O)O)C=NC=C3)C=CC1 6-((3-chlorobenzyl)amino)pyrazolo[1,5-c]pyrido[3,4-e]pyrimidine-9-carboxylic acid